C12C(CC(C=C1)C2)COCCOCCC2C([N+]1(CCC2CC1)C)(C)C 2-[2-(2-bicyclo[2.2.1]hept-5-enylmethoxy)ethoxy]ethyl-trimethyl-quinuclidinium